6,7-dimethoxy-N-[(3R)-1-methylpiperidin-3-yl]-1,2,3,4-tetrahydroacridin-9-amine COC=1C=C2N=C3CCCCC3=C(C2=CC1OC)N[C@H]1CN(CCC1)C